Lauric acid aluminum [Al].C(CCCCCCCCCCC)(=O)O